trans-eleostearic acid C(CCCCCCC\C=C\C=CC=CCCCC)(=O)O